C(#N)C1=C(C=CC=C1)C(C)OC1=C(NC(=C1)C(=O)NCC)C(=O)NC 3-(1-(2-cyanophenyl)ethoxy)-N5-ethyl-N2-methyl-1H-pyrrole-2,5-dicarboxamide